tetrapyrrole zinc [Zn].N1C=CC=C1.N1C=CC=C1.N1C=CC=C1.N1C=CC=C1